α,α,2-trifluoro-4-(trifluoromethyl)-phenylacetic acid FC(C(=O)O)(F)C1=C(C=C(C=C1)C(F)(F)F)F